C(CCCCCCCCCCCCCCC)N1C(=C(C(C=C1)=O)OCC1=CC=C(C=C1)O)C(C)=O N-hexadecyl-2-acetyl-3-(4-hydroxybenzyloxy)-pyridin-4-one